8-(2-phenylethyl)-1-oxa-3,8-diazaspiro[4.5]decan-2-one, monohydrochloride Cl.C1(=CC=CC=C1)CCN1CCC2(CNC(O2)=O)CC1